C1(CC1)C=1C=C(N=NC1C1=C(C=C(C=C1)F)OCOCC)NC(CN(C(OC(C)(C)C)=O)C)=O tert-butyl (2-((5-cyclopropyl-6-(2-(ethoxymethoxy)-4-fluorophenyl)pyridazin-3-yl)amino)-2-oxoethyl)(methyl)carbamate